FC1=C2CCC(C2=CC(=C1B1OC(C(O1)(C)C)(C)C)F)N(C(OC(C)(C)C)=O)C tert-butyl (4,6-difluoro-5-(4,4,5,5-tetramethyl-1,3,2-dioxaborolan-2-yl)-2,3-dihydro-1H-inden-1-yl)(methyl)carbamate